tri(ethylmethylamino)(t-butylimino)tantalum (V) C(C)N(C)[Ta](=NC(C)(C)C)(N(CC)C)N(CC)C